C(CC(C)C)NS(=O)(=O)C1=CC=C(C=C1)C1=CC=C(C=C1)CC#C N-isopentyl-4'-propargyl-4-biphenylsulfonamide